N-tert-butyl-3-{4-[(2-ethyl-1H-imidazol-1-yl)methyl]-3-fluorophenyl}-5-(2-methylpropyl)thiophene-2-sulfonamide C(C)(C)(C)NS(=O)(=O)C=1SC(=CC1C1=CC(=C(C=C1)CN1C(=NC=C1)CC)F)CC(C)C